2-(bromomethyl)benzo[d]thiazole BrCC=1SC2=C(N1)C=CC=C2